5-fluoro-2-(3-{1-[(1S,3S,4S,5S)-5-fluoro-2-azabicyclo[2.2.2]octane-3-carbonyl]azepan-4-yl}-1H-pyrrolo[2,3-c]pyridin-1-yl)-N-methyl-N-(propan-2-yl)benzamide FC=1C=CC(=C(C(=O)N(C(C)C)C)C1)N1C=C(C=2C1=CN=CC2)C2CCN(CCC2)C(=O)[C@H]2N[C@@H]1C[C@@H]([C@H]2CC1)F